N1=NC=C2C1=NC=C(C2)O pyrazolo[3,4-b]pyridin-5-ol